COC1=C(C=C2C3=C(N(C2=C1)C)C(=NC=C3)C)C3=CC=CC=C3 7-methoxy-1,9-dimethyl-6-phenyl-9H-pyrido[3,4-b]indole